COC=1C=C(C=CC1OC)[C@@H](C1CCN(CC1)C(=O)N1C[C@@H]2[C@@H](OCC(N2)=O)CC1)C=1C=NC=CC1 |o1:10| (4aR,8aS)-6-[4-[(R or S)-(3,4-Dimethoxyphenyl)-(3-pyridyl)methyl]piperidine-1-carbonyl]-4,4a,5,7,8,8a-hexahydropyrido[4,3-b][1,4]oxazin-3-one